BrC1=CC=C(C=C1)C(=O)N1CCC(CC1)OC1=CC=C(C=C1)C(F)(F)F (4-bromophenyl)(4-(4-(trifluoromethyl)phenoxy)piperidin-1-yl)methanone